(3-((tert-Butoxycarbonyl)amino)-4-(cyclobutylamino)-4-oxobutyl)dimethyl-sulfonium iodide [I-].C(C)(C)(C)OC(=O)NC(CC[S+](C)C)C(=O)NC1CCC1